6-(3-amino-5-fluoro-6-(3-(pyrrolidin-1-ylmethyl)-4-(tetrahydro-2H-pyran-4-yl)phenyl)pyrazin-2-yl)-8-fluoro-3,4-dihydroisoquinolin-1(2H)-one NC=1C(=NC(=C(N1)F)C1=CC(=C(C=C1)C1CCOCC1)CN1CCCC1)C=1C=C2CCNC(C2=C(C1)F)=O